5-(2-(1-trityl-1H-imidazol-4-yl)benzylidene)-6,7-dihydropyrazolo[1,5-a]pyridin-4(5H)-one C(C1=CC=CC=C1)(C1=CC=CC=C1)(C1=CC=CC=C1)N1C=NC(=C1)C1=C(C=C2C(C=3N(CC2)N=CC3)=O)C=CC=C1